CC1N=C(N(C1)C)C Trimethylimidazolin